O=S1(N(CCC1)[C@@H]1CC(CN(C1)C(=O)OC1=NC=C(C=C1)Cl)(F)F)=O 5-chloropyridin-2-yl (5R)-5-(1,1-dioxo-1λ6,2-thiazolidin-2-yl)-3,3-difluoropiperidine-1-carboxylate